ClC=1C2=C(N=CN1)N1C(=C2C2=CC(=C(C=C2)OC2=NC(=CC=C2)C)F)N(CC1)C=1C(=C(N)C=CC1)OCCN(C)C 3-(4-Chloro-5-(3-fluoro-4-((6-methylpyridin-2-yl)oxy)phenyl)-7,8-dihydro-6H-imidazo[1',2':1,5]pyrrolo[2,3-d]pyrimidin-6-yl)-2-(2-(dimethylamino)ethoxy)aniline